CC(C)(C)C1=C(C(=CC(=C1)C(C)(C)C)C)C(CP(O)(O)=O)C1=C(C=C(C=C1C)C(C)(C)C)C(C)(C)C bis[2,4-bis(1,1-dimethylethyl)-6-methylphenyl]ethyl-phosphonic acid